N-cyclopropyl-6-methyl-2-phenyl-7H-pyrrolo[2,3-d]pyrimidin-4-amine C1(CC1)NC=1C2=C(N=C(N1)C1=CC=CC=C1)NC(=C2)C